FC1=CC=C(C=C1)[Mg]Br (4-fluorophenyl)magnesium bromide